N-isopropyl-N-(2-(4-methoxy-5-methyl-1H-indol-3-yl)ethyl)propan-2-amine C(C)(C)N(C(C)C)CCC1=CNC2=CC=C(C(=C12)OC)C